rac-N-[(3S,4R)-4-({[(1s,4S)-4-(2-hydroxy-2-methylpropyl)cyclohexyl]oxy}methyl)-7-methyl-6-oxo-1,3,4,6-tetrahydro-2H-quinolizin-3-yl]methanesulfonamide OC(CC1CCC(CC1)OC[C@H]1[C@H](CCC2=CC=C(C(N12)=O)C)NS(=O)(=O)C)(C)C |r|